C1(CC1)CN1CC2=C(CC1)SC(=C2)C=2C=C(C(=C(C2)C(C#C)=O)O)OC 1-(5-(5-(cyclopropylmethyl)-4,5,6,7-tetrahydrothieno[3,2-c]pyridin-2-yl)-2-hydroxy-3-methoxyphenyl)prop-2-yn-1-one